COCC=1C=C(C=CC1)C1=NNC=C1C=1N=C2C=C(C=NC2=CC1)C=1N=NN(C1)CCNC 2-[4-[6-[3-[3-(methoxymethyl)phenyl]-1H-pyrazol-4-yl]-1,5-naphthyridin-3-yl]triazol-1-yl]-N-methyl-ethanamine